C(C1=CC=CC=C1)[C@H]1N(C(OC1)=O)C(=O)[C@H]1CN(C[C@@H]1C=1SC=CN1)CC1=CC=CC=C1 (4R)-benzyl-3-[(3R,4R)-1-benzyl-4-(1,3-thiazol-2-yl)-pyrrolidine-3-carbonyl]-oxazolidin-2-one